C(C)N(C(=O)NC1=CC(=C(C=C1)F)C)[C@@H]1COCC=2NC(C=3C=CC(=CC3C21)F)=O (S)-1-ethyl-3-(4-fluoro-3-methylphenyl)-1-(9-fluoro-6-oxo-1,4,5,6-tetrahydro-2H-pyrano[3,4-c]isoquinolin-1-yl)urea